C(C=C)(=O)OCCCOC1=CC=C(C(=O)O)C=C1 4-(3-acryloyloxypropyloxy)benzoic acid